alpha-(2-methoxyphenyl)-beta-methylaminopropane hydrochloride Cl.COC1=C(C=CC=C1)CC(C)NC